CC(CCC=C)C=C(C)C 5,7-dimethyloct-1,6-diene